ethyl-tris(2-hydroxyethyl)ammonium C(C)[N+](CCO)(CCO)CCO